Butyl 4-(1-(3-chloro-5-fluoro-2-((4-methoxyphenoxy)methyl)phenyl)ethyl)-3-oxopiperazine-1-carboxylate ClC=1C(=C(C=C(C1)F)C(C)N1C(CN(CC1)C(=O)OCCCC)=O)COC1=CC=C(C=C1)OC